4-(trifluoromethyl)benzoyl chloride FC(C1=CC=C(C(=O)Cl)C=C1)(F)F